O=C1N(N=C(C2=CC=CC=C12)C=1C=C(C=CC1)CNS(=O)=O)C1=CC=CC=C1 N-(3-(4-oxo-3-phenyl-3,4-dihydro-phthalazin-1-yl)phenyl)methylsulfonamide